tetralone oxime C1CC2=CC=CC=C2/C(=N/O)/C1